[4-(4-fluorophenyl)thiazol-2-yl]-3-methyl-1H-pyrazol-5-ol FC1=CC=C(C=C1)C=1N=C(SC1)N1N=C(C=C1O)C